3,6,6'-trisulfo-N-acetyllactosamine S(=O)(=O)(O)[C@]1([C@H](C(O)O[C@@H]([C@H]1O[C@H]1[C@H](O)[C@@H](O)[C@@H](O)[C@H](O1)C(O)S(=O)(=O)O)C(O)S(=O)(=O)O)NC(C)=O)O